[5-(2,3-dimethyl-phenyl)-3-(2-methoxy-ethyl)-2,4-dioxo-3,4-dihydro-2H-pyrimidin-1-yl]-acetic acid CC1=C(C=CC=C1C)C=1C(N(C(N(C1)CC(=O)O)=O)CCOC)=O